N-[(3S)-1-cyclopentyl-3-methyl-4-piperidyl]-6-[3-[2-methoxy-4-(methylcarbamoyl)anilino]prop-1-ynyl]-1-(2,2,2-trifluoroethyl)benzimidazole-4-carboxamide C1(CCCC1)N1C[C@@H](C(CC1)NC(=O)C1=CC(=CC=2N(C=NC21)CC(F)(F)F)C#CCNC2=C(C=C(C=C2)C(NC)=O)OC)C